C[C@H]1CN(CC[C@@H]1NC(=O)C1=CC(=CC=2N(C=NC21)CC(F)(F)F)C#CCNC=2C(OC)=CC=C(C2)S(=O)(=O)C)CC=2C=NC=CC2 N-{(3S,4S)-3-methyl-1-[(3-pyridyl)methyl]-4-piperidyl}-6-[3-(4-mesyl-2-anisidino)-1-propynyl]-1-(2,2,2-trifluoroethyl)-1H-1,3-benzimidazole-4-carboxamide